BrC1=CC=C(C=C1)C=1N=C2N(C=CC=C2)C1CN1CC2C(C1)CN(C2)C(=O)OCC2=CC=CC=C2 Benzyl 5-{[2-(4-bromophenyl)imidazo[1,2-a]pyridin-3-yl]methyl}hexahydropyrrolo[3,4-c]pyrrole-2(1H)-carboxylate